3-({3-[(tert-butyldimethylsilyl)oxy]cyclobutyl}methoxy)-6-chloro-N-[(2,4-dimethoxyphenyl)methyl]pyridazin-4-amine [Si](C)(C)(C(C)(C)C)OC1CC(C1)COC=1N=NC(=CC1NCC1=C(C=C(C=C1)OC)OC)Cl